OC[C@H]1C[C@H](NC1)COC1(N2C(N(C(CC1)C2)OS(=O)(=O)O)=O)C(=O)N [(2S,4S)-4-Hydroxymethyl-pyrrolidin-2-yl]methyloxyl-7-oxo-6-(sulfooxy)-1,6-diazabicyclo[3.2.1]octan-2-carboxamid